C(OC(C)Cl)(OCCC)=O 1-Chloroethyl Propyl Carbonate